5-chloro-3-(2-oxo-2-(4-(3,4,5-trichlorophenyl)piperazin-1-yl)ethyl)-1H-indole-2-carboxylic acid ClC=1C=C2C(=C(NC2=CC1)C(=O)O)CC(N1CCN(CC1)C1=CC(=C(C(=C1)Cl)Cl)Cl)=O